bis[4-(5-formyl-2-thienyl)phenyl]-4-formylphenylamine C(=O)C1=CC=C(S1)C1=CC=C(C=C1)N(C1=CC=C(C=C1)C=O)C1=CC=C(C=C1)C=1SC(=CC1)C=O